magnesium silainine [SiH]1=CC=CC=C1.[Mg]